O.O.O.O.C(C(=O)[O-])(=O)[O-].[Co+2] cobalt(II) oxalate tetrahydrate